4-(2,4-dimethylphenyl)piperidine-hydrochloride Cl.CC1=C(C=CC(=C1)C)C1CCNCC1